CCC(CC(CCC)=O)=O 3,5-octanedione